BrC=1C=C(C=C(C1)C)S(=O)(=O)N1CCC2(CC(CO2)NC[C@@H](COC=2C=C(C=CC2)S(=O)(=O)NC)O)CC1 3-((2S)-3-(8-(3-bromo-5-methylphenylsulfonyl)-1-oxa-8-azaspiro[4.5]decan-3-ylamino)-2-hydroxypropoxy)-N-methylbenzenesulfonamide